COC1=NC=CC(=C1S(=O)(=O)NC1=NOC2=C1CC1(C3=CC=C(C=C32)OC(F)(F)F)CC1)OC 2,4-dimethoxy-N-[8'-(trifluoromethoxy)-4'H-spiro[cyclopropane-1,5'-naphtho[2,1-d][1,2]oxazol]-3'-yl]pyridine-3-sulfonamide